COC(C(CO)[N+]#[C-])=O METHYL-2-HYDROXYMETHYL-ISOCYANO-ACETATE